3,3'-dihydroxymethyl-4,4'-diaminobenzophenone OCC=1C=C(C(=O)C2=CC(=C(C=C2)N)CO)C=CC1N